6-Methoxy-5-(((trans-4-(trifluoromethyl)cyclohexyl)oxy)methyl)pyridin-3-amine COC1=C(C=C(C=N1)N)CO[C@@H]1CC[C@H](CC1)C(F)(F)F